COC(=O)C1=C(C=CC=C1)N=C=O 2-methoxycarbonylphenyl isocyanate